ClC1=C(C=C(C=C1)C#N)C=1NC2=CC(=C(C(=C2C(C1)=O)F)N1C[C@@H](CCC1)C(=O)N(C)C)F (R)-1-(2-(2-chloro-5-cyanophenyl)-5,7-difluoro-4-oxo-1,4-dihydroquinolin-6-yl)-N,N-dimethylpiperidine-3-carboxamide